C(C1=C(C=CC=C1)N(C([O-])=S)CCCCCCCC)C1=C(C=CC=C1)N(C([O-])=S)CCCCCCCC methylenediphenylene-bis(octyl thiocarbamate)